CSC(=C(C(=O)OCC)C(C)=O)SC Ethyl 2-(bis(methylthio) methylene)-3-oxobutanoate